CC(C)(C)[Si](OC(C(=O)O)=C)(C)C [[(1,1-dimethylethyl)dimethylsilyl]oxy]-2-propenoic acid